C(C)(C)(C)OC(=O)N[C@@H](C=O)C1=CC=C(C(=O)OC)C=C1 Methyl (R)-4-(1-((tert-butoxycarbonyl)amino)-2-oxoethyl)benzoate